CC1([C@@H](COC1)N1C=NC2=C1C=C(C(=C2)OC)C(=O)[O-])C 3-[(3S)-4,4-dimethyltetrahydrofuran-3-yl]-6-methoxy-benzimidazole-5-carboxylate